N[C@H]1CN(C[C@@H](C1)F)C(=O)C1=CC2=C(N(C(=N2)C=2N(C3=CC(=CC=C3C2)C=2C=C3C=CC(=NC3=CC2)O)CC2CC2)C)C(=C1)OC 6-(2-{5-[(3R,5R)-3-amino-5-fluoropiperidine-1-carbonyl]-7-methoxy-1-methyl-1H-1,3-benzodiazol-2-yl}-1-(cyclopropylmethyl)-1H-indol-6-yl)quinolin-2-ol